FC1=C(C=C(C=C1)F)CCOC(NC1=CC=C(C=C1)[C@@H]1CNCC1)=O |r| (RS)-(4-Pyrrolidin-3-yl-phenyl)-carbamic acid 2-(2,5-difluoro-phenyl)-ethyl ester